CO[C@H]1CN(CC1)C(=O)N1CC2=C(C=C(C=C2CC1)C=1C=C2C(=NC1)NC=C2C)[C@H]2NCCOC2 ((R)-3-methoxypyrrolidin-1-yl)(6-(3-Methyl-1H-pyrrolo[2,3-b]pyridin-5-yl)-8-((R)-morpholin-3-yl)-3,4-dihydroisoQuinolin-2(1H)-yl)methanone